[Si](C)(C)(C(C)(C)C)OCCNCCC N-(2-((tert-butyldimethylsilyl)oxy)ethyl)propan-1-amine